ClC=1C=CC(=C(C(=O)N[C@H](C(C(=O)NC2CC2)=O)C[C@H]2C(N[C@@H](C2)C)=O)C1)NC([C@@H](C)OC)=O 5-chloro-N-[(1S)-3-(cyclopropylamino)-1-[[(3S,5R)-5-methyl-2-oxo-pyrrolidin-3-yl]methyl]-2,3-dioxo-propyl]-2-[[(2R)-2-methoxypropanoyl]amino]benzamide